BrC=1C=CC2=C(N=C(O2)C=2C=NN(C2)C)C1 5-bromo-2-(1-methyl-1H-pyrazol-4-yl)-1,3-benzoxazole